CC(CC[C@@H](C(=O)O)NCC1=C2C=CC=NC2=CC=C1)(C)C (2S)-5,5-dimethyl-2-{[(quinolin-5-yl)methyl]amino}hexanoic acid